C(C)(C)(C)OC(=O)N1CCC(CC1)N1C(N(CC=2C1=NC(=NC2)SC)C2=C(C(=CC(=C2Cl)OC)OC)Cl)=O 4-(3-(2,6-dichloro-3,5-dimethoxyphenyl)-7-(methylthio)-2-oxo-3,4-dihydropyrimido[4,5-d]pyrimidin-1(2H)-yl)piperidine-1-carboxylic acid tert-butyl ester